FC(S(=O)(=O)OC1=CC(=C2C=CC=NC2=C1)C1(CC1)NC(C1=C(C=CC(=C1)OCC1N(CC1)C)C)=O)(F)F 5-(1-(2-methyl-5-((1-methylazetidin-2-yl)methoxy)benzamido) cyclopropyl)quinolin-7-yl trifluoromethanesulfonate